6-methoxy-2-methyl-N-(methylsulfonyl)quinoline-8-carboxamide COC=1C=C2C=CC(=NC2=C(C1)C(=O)NS(=O)(=O)C)C